BrC=1C=2N(C=C(C1)[C@H](C)OC)C=C(N2)C(=O)OCC |o1:7| ethyl (S or R)-8-bromo-6-(1-methoxyethyl)imidazo[1,2-a]pyridine-2-carboxylate